FC1(CCC2=C1N=C(N=C2C=2C=C1CCNCC1=CC2)N2[C@H](CC2)C)F 6-[7,7-difluoro-2-[(2S)-2-methylazetidin-1-yl]-5,6-dihydrocyclopenta[d]pyrimidin-4-yl]-1,2,3,4-tetrahydroisoquinoline